COC=1C=CC=C2C=C(NC12)C 7-methoxy-2-methyl-1H-indol